rel-(1R,3S)-3-(trifluoromethyl)cyclohexanol FC([C@@H]1C[C@@H](CCC1)O)(F)F |o1:2,4|